2'-O-acetylguanosine triphosphate P(O)(=O)(OP(=O)(O)OP(=O)(O)O)OC[C@@H]1[C@H]([C@H]([C@@H](O1)N1C=NC=2C(=O)NC(N)=NC12)OC(C)=O)O